BrC=1C=C(C2=C(C(=CO2)C(=O)OCC)C1)CN(C)C ethyl 5-bromo-7-((dimethylamino)methyl)benzofuran-3-carboxylate